C(C)OC(=O)C=1N=NSC1NC=1C(=CC=CC1)NC1=C(N=NS1)C(=O)OCC N,N'-bis(4-ethoxycarbonyl-1,2,3-thiadiazol-5-yl)benzene-1,2-diamine